C1=C(C=CC2=CC=CC=C12)C(=O)N[C@@H](C(=O)N1[C@@H](C[C@@H](C1)N1N=NC(=C1)C(C)(C)O)C(=O)NC(CCCCNC(OCC1=CC=CC=C1)=O)C(C(=O)N)=O)CC1CCCCC1 Benzyl (5-((2S,4S)-1-((R)-2-(2-naphthamido)-3-cyclohexylpropanoyl)-4-(4-(2-hydroxypropan-2-yl)-1H-1,2,3-triazol-1-yl)pyrrolidin-2-carboxamido)-7-amino-6,7-dioxoheptyl)carbamat